2-(benzyloxy)-4-fluorobenzonitrile C(C1=CC=CC=C1)OC1=C(C#N)C=CC(=C1)F